tert-butyl N-[3-cyano-7-fluoro-4-(4,4,5,5-tetramethyl-1,3,2-dioxaborolan-2-yl)benzothiophen-2-yl]carbamate C(#N)C1=C(SC2=C1C(=CC=C2F)B2OC(C(O2)(C)C)(C)C)NC(OC(C)(C)C)=O